ClC=1C(=NC=C(C1)C(F)(F)F)NC([C@H](C1=CC=C(C=C1)C=1N=NN(N1)C)[C@@H]1CC(CC1)(F)F)=O (S)-N-(3-Chloro-5-(trifluoromethyl)pyridin-2-yl)-2-((S)-3,3-difluorocyclopentyl)-2-(4-(2-methyl-2H-tetrazol-5-yl)phenyl)acetamide